C(C)(=O)N(NC(=O)[C@H]1N2C(N([C@H](CC1)C2)OS(=O)(=O)O)=O)C.[NH+]2=CC=CC=C2 pyridinium (2S,5R)-N'-acetyl-N'-methyl-7-oxo-6-(sulfooxy)-1,6-diazabicyclo[3.2.1]-octane-2-carbohydrazide